1-(5-(5-(hydroxymethyl)pyridin-3-yl)-1H-indol-3-yl)-3-(4-(trifluoromethyl)phenyl)urea OCC=1C=C(C=NC1)C=1C=C2C(=CNC2=CC1)NC(=O)NC1=CC=C(C=C1)C(F)(F)F